2-(((3r,4s)-4-(4-chloro-2-methoxyphenoxy)-3-hydroxy-3-(hydroxymethyl)pyrrolidin-1-yl)sulfonyl)-5-(trifluoromethyl)benzonitrile ClC1=CC(=C(O[C@@H]2[C@@](CN(C2)S(=O)(=O)C2=C(C#N)C=C(C=C2)C(F)(F)F)(CO)O)C=C1)OC